tris-(4-aminophenyl)methane NC1=CC=C(C=C1)C(C1=CC=C(C=C1)N)C1=CC=C(C=C1)N